C(C(C)C)C1=CC=C(C=C1)C(C(=O)O)C 2-[4-isobutylphenyl]propanoic acid